Perfluoro(4-vinyloxyl-1-buten) FC(=C(C(C(OC(=C(F)F)F)(F)F)(F)F)F)F